CC1(OC[C@@H](O1)[C@H]1[C@@H]([C@@H]2[C@@H](OC(O2)(C)C)O1)N1N=CC(=C1)I)C 1-((3aR,5R,6S,6aR)-5-((R)-2,2-dimethyl-1,3-dioxolan-4-yl)-2,2-dimethyltetrahydrofuro[2,3-d][1,3]dioxol-6-yl)-4-iodo-1H-pyrazole